O=S1(CC2=C(C1)C=C(C=C2)NC2=CC(=NN2C(C)(C)C)C2CCC(CC2)O)=O 2,2-dioxo-5-((1-(tert-butyl)-3-((1s,4s)-4-hydroxycyclohexyl)-1H-pyrazol-5-yl)amino)-1,3-dihydrobenzo[c]thiophene